isopropyl 1-(2-(1-(6-methoxy-3,4-dihydro-2H-benzo[b][1,4]oxazin-7-yl)-6-(pyrazolo[1,5-a]pyrimidin-3-yl)-1H-pyrazolo[4,3-c]pyridine-3-carboxamido)ethyl)piperidine-4-carboxylate COC1=CC2=C(OCCN2)C=C1N1N=C(C=2C=NC(=CC21)C=2C=NN1C2N=CC=C1)C(=O)NCCN1CCC(CC1)C(=O)OC(C)C